ClC1=CC=C2C=C(N(C2=C1)C(=O)OC(C)(C)C)C=1C=NC=NC1 tert-Butyl 6-chloro-2-(pyrimidin-5-yl)-1H-indole-1-carboxylate